CC(C(=O)N)(C)C1=C2C(=NC(=C1)N1[C@@H](COCC1)C)N(N=C2)C2=NN(C=C2)COCC[Si](C)(C)C (R)-2-methyl-2-(6-(3-methylmorpholino)-1-(1-((2-(trimethylsilyl)ethoxy)methyl)-1H-pyrazol-3-yl)-1H-pyrazolo[3,4-b]pyridin-4-yl)propionamide